FC=1C(=CC2=C(OC3(CC3)C(N2[C@H](C(=O)O)C)=O)C1)C1=C(C(=C(C(=C1F)F)F)F)F (S)-2-(7-fluoro-3-oxo-6-(perfluorophenyl)spiro[benzo[b][1,4]oxazine-2,1'-cyclopropan]-4(3H)-yl)propanoic acid